tert-butyl (R)-2-((tert-butoxycarbonyl)amino)-3-(3-(2-carbamoyl-6-(trifluoromethoxy)-1H-indol-1-yl)phenyl)propanoate C(C)(C)(C)OC(=O)N[C@@H](C(=O)OC(C)(C)C)CC1=CC(=CC=C1)N1C(=CC2=CC=C(C=C12)OC(F)(F)F)C(N)=O